N-[4-(methylamino)-3-nitrophenyl]Diethanolamine CNC1=C(C=C(C=C1)N(CCO)CCO)[N+](=O)[O-]